C(C=C)OC(=O)N1C=NC=C1C(C)C1=C(C(=CC=C1)C)C 5-[1-(2,3-dimethylphenyl)ethyl]-1H-imidazole-1-carboxylic acid prop-2-en-1-yl ester